FC(C(=O)O)(F)F.CN1C(N(C2=C1C=C(C=C2)C2=CC=C(C=C2)C2CCC(CC2)N2CCNCC2)C2C(NC(CC2)=O)=O)=O 3-(3-Methyl-2-oxo-5-(4-((1r,4r)-4-(piperazin-1-yl)cyclohexyl)phenyl)-2,3-dihydro-1H-benzo[d]imidazol-1-yl)piperidine-2,6-dione trifluoroacetate